N-(4-(5-(4-hydroxyphenyl)isoxazol-3-yl)phenyl)-4-methylbenzenesulfonamide OC1=CC=C(C=C1)C1=CC(=NO1)C1=CC=C(C=C1)NS(=O)(=O)C1=CC=C(C=C1)C